C1(CCC1)C=1C(=NN(C1NC(=O)NC1CC(C1)(F)F)C)C1(CCC1)C(F)(F)F 1-(4-cyclobutyl-1-methyl-3-(1-(trifluoromethyl)cyclobutyl)-1H-pyrazol-5-yl)-3-(3,3-difluorocyclobutyl)urea